4-fluoro-1-((2-(trimethylsilyl)ethoxy)methyl)-1H-imidazole FC=1N=CN(C1)COCC[Si](C)(C)C